1-(Bromomethyl)-4-trifluoromethyl-2-fluorobenzene BrCC1=C(C=C(C=C1)C(F)(F)F)F